(S)-8-(2-amino-6-((R)-1-(5-chloro-3'-(ethylsulfonyl)-[1,1'-biphenyl]-2-yl)-2,2,2-trifluoroethoxy)pyrimidin-4-yl)-2,8-diazaspiro[4.5]decane-3-carboxylic acid NC1=NC(=CC(=N1)N1CCC2(C[C@H](NC2)C(=O)O)CC1)O[C@@H](C(F)(F)F)C1=C(C=C(C=C1)Cl)C1=CC(=CC=C1)S(=O)(=O)CC